CN1CC(C1)(C)[C@](O)(C1=CC=C(C=C1)OC(F)(F)F)C1=C(C=C(C=C1)OCC)F (R)-(1,3-Dimethyl-azetidin-3-yl)-(4-ethoxy-2-fluoro-phenyl)-(4-trifluoromethoxy-phenyl)-methanol